(+-)-2-Methyldecanal C[C@@H](C=O)CCCCCCCC |r|